5-Aminoimidazo[1,2-C]pyrimidine NC1=NC=CC=2N1C=CN2